4-bromo-5-fluoro-2-methyl-2,6-dihydro-7H-pyrazolo[4,3-f]quinazoline BrC=1C=2C(C=3C=NCNC3C1F)=CN(N2)C